BrC=1C=C(N)C=C(C1)N1CCOCC1 3-Bromo-5-morpholino-aniline